NCC=1C=C(C=CC1)C1CCN(CC1)C(CC1=CC(=C(C=C1)O)F)=O 1-(4-(3-(aminomethyl)phenyl)piperidin-1-yl)-2-(3-fluoro-4-hydroxyphenyl)ethanone